γ-(2-aminoethyl)-3-aminopropyltrimethoxysilane NCCC(CC[Si](OC)(OC)OC)N